(S)-3-((6-(2-acryloyl-2,6-diazaspiro[3.4]octan-6-yl)-5-cyano-2-((1-methylpyrrolidin-2-yl)methoxy)pyrimidin-4-yl)(methyl)amino)benzamide C(C=C)(=O)N1CC2(C1)CN(CC2)C2=C(C(=NC(=N2)OC[C@H]2N(CCC2)C)N(C=2C=C(C(=O)N)C=CC2)C)C#N